OC(C)(C)C1=C(C=C(C=C1)CC#N)C1=CC2=C(NC=N2)C=C1 2-(4-(2-hydroxypropan-2-yl)-3-(1H-benzimidazole-5-yl)phenyl)acetonitrile